BrC1=CC=C(C=C1)C(CC(=O)C1=CC=C(C=C1)Br)=O 1,3-bis(4-bromophenyl)-1,3-propanedione